3,6-dibromopyrazin-2-amine BrC=1C(=NC(=CN1)Br)N